C(#N)C(=CC=1C=C(C=CC1)C1=C2C(=C(NC2=C(C=C1)C(=O)N)C)C)S(=O)(=O)C 4-(3-(2-cyano-2-(methylsulfonyl)ethenyl)phenyl)-2,3-dimethyl-1H-indole-7-carboxamide